C(C=C)(=O)OC(CC)CCCO hydroxypropylpropyl acrylate